methyl 4-methoxyindoline-1,2-dicarboxylate COC1=C2CC(N(C2=CC=C1)C(=O)OC)C(=O)[O-]